(S)-2-((S)-2-aminopropionylamino)-N-((S)-1-(4-fluorophenyl)-2-oxoazetidin-3-yl)-4-phenylbutanamide N[C@H](C(=O)N[C@H](C(=O)N[C@@H]1C(N(C1)C1=CC=C(C=C1)F)=O)CCC1=CC=CC=C1)C